BrC1=CC=C(C=C1)C12CCC(CC1)(CC2)CO (4-(4-bromophenyl)bicyclo[2.2.2]octan-1-yl)methanol